aza-dibenzothiophene-5,5-dioxide N1=CC=CC=2S(C3=C(C21)C=CC=C3)(=O)=O